BrC=1C=C(C=CC1)P(OCC)(=O)CC ethyl (3-bromophenyl)(ethyl)phosphinate